2-(4-pyrimidinyl)-pyrimidine N1=CN=C(C=C1)C1=NC=CC=N1